ClC1=C2C(=NC=3C=C(C(=CC13)OC)OC)CCC2 9-chloro-6,7-dimethoxy-1H,2H,3H-cyclopenta[b]quinoline